N-((3R,4R)-1-(5-(6-(3-cyanopyrrolo[1,2-b]pyridazin-7-yl)-4-(isopropylamino)pyridin-3-yl)-1,3,4-thiadiazol-2-yl)-3-hydroxypiperidin-4-yl)acetamide C(#N)C1=CC=2N(N=C1)C(=CC2)C2=CC(=C(C=N2)C2=NN=C(S2)N2C[C@H]([C@@H](CC2)NC(C)=O)O)NC(C)C